(R)-methyl 4-((8-cyclopentyl-7-ethyl-5-methyl-6-oxo-5,6,7,8-tetrahydropteridin-2-yl)amino)benzoate C1(CCCC1)N1[C@@H](C(N(C=2C=NC(=NC12)NC1=CC=C(C(=O)OC)C=C1)C)=O)CC